7-[8-({8-fluoro-2-methylimidazo[1,2-a]pyridin-6-yl}carbamoyl)quinoxalin-5-yl]-4,7-diazaspiro[2.5]octane-4-carboxylic acid tert-butyl ester C(C)(C)(C)OC(=O)N1C2(CC2)CN(CC1)C1=C2N=CC=NC2=C(C=C1)C(NC=1C=C(C=2N(C1)C=C(N2)C)F)=O